(R)-2,4-dimethyl-6-(4-((3-(4-methyl-1-oxo-1,3-dihydroisobenzofuran-5-yl)piperazin-1-yl)methyl)-1H-1,2,3-triazol-1-yl)pyridine-3-carbonitrile CC1=NC(=CC(=C1C#N)C)N1N=NC(=C1)CN1C[C@H](NCC1)C=1C(=C2COC(C2=CC1)=O)C